N-(trans-4-((5-(3-(2,2-difluoroethyl)-2-methyl-3H-imidazo[4,5-b]pyridin-5-yl)-4-(methylamino)pyrrolo[2,1-f][1,2,4]triazin-2-yl)amino)cyclohexyl)acetamide FC(CN1C(=NC=2C1=NC(=CC2)C=2C=CN1N=C(N=C(C12)NC)N[C@@H]1CC[C@H](CC1)NC(C)=O)C)F